NC1=NNC2=CC=CC(=C12)C=1C=C2C=CC=C(C2=CC1)C(=O)NC1=CC(=CC=C1)N 6-(3-amino-1H-indazol-4-yl)-N-(3-aminophenyl)-1-naphthalenecarboxamide